FC(C1=C2CN(C(C2=CC(=C1)CN1C[C@H](CCC1)C)=O)C1=C2C=CNC2=CC(=C1)C1(CC(C1)C)C1=NN=CN1C)F 4-(difluoromethyl)-6-{[(3S)-3-methylpiperidin-1-yl]methyl}-2-{6-[(1S,3R)-3-methyl-1-(4-methyl-1,2,4-triazol-3-yl)cyclobutyl]-1H-indol-4-yl}-2,3-dihydro-1H-isoindol-1-one